FC1=CC=C(C(=O)NCC#C)C=C1 4-fluoro-N-(prop-2-ynyl)benzamide